5-amino-3-chloropicolinonitrile NC=1C=C(C(=NC1)C#N)Cl